ClC1=CC(=C(C=C1)C1=CC=C(C=C1)C1CN(C1)C(=O)N1C[C@H](CC1)N1N=CN=N1)S(=O)(=O)C [3-[4-(4-Chloro-2-methylsulfonyl-phenyl)phenyl]azetidin-1-yl]-[(3S)-3-(tetrazol-2-yl)pyrrolidin-1-yl]methanone